5-(3-aminopropoxy)isophthalonitrile 2,2,2-trifluoroacetate FC(C(=O)O)(F)F.NCCCOC=1C=C(C=C(C#N)C1)C#N